FC1(CC2(C1)C[C@H](N(CC2)CC2=C1C=CNC1=C(C=C2OC)C)C2=CC=C(C=C2)C2=CC=CC(N2)=O)F (S)-6-(4-(2,2-difluoro-7-((5-methoxy-7-methyl-1H-indol-4-yl)methyl)-7-azaspiro[3.5]nonan-6-yl)phenyl)pyridin-2(1H)-one